FC(C1=C2CN(C(C2=CC(=C1)C1=CC=C(C=C1)[C@H]1[C@@H](CN(CC1)CC)F)=O)[C@@H](C(=O)NC=1SC=CN1)C1=C2N(C=N1)CCC2)F |&1:27| (2RS)-2-[4-(difluoromethyl)-6-[4-[(3S,4S)-1-ethyl-3-fluoro-4-piperidinyl]phenyl]-1-oxo-isoindolin-2-yl]-2-(6,7-dihydro-5H-pyrrolo[1,2-c]imidazol-1-yl)-N-thiazol-2-yl-acetamide